FC1(CCN(CCC1)C1=C(C(=O)NC2=CC(=CC=C2)S(=O)(=N)C)C(=C(C=N1)C1=CC=CC=C1)C)F 2-(4,4-Difluoroazepan-1-yl)-4-methyl-N-(3-(S-methylsulfonimidoyl)phenyl)-5-phenylnicotinamide